3-Methyl-5-phenylisonicotinaldehyde CC1=C(C=O)C(=CN=C1)C1=CC=CC=C1